N-((1-(5-chloro-4-((1-methyl-3-(2-(methylamino)-2-oxoethoxy)-2-oxo-1,2-dihydroquinolin-6-yl)amino)pyrimidin-2-yl)piperidin-4-yl)methyl)-3-((2,6-dioxopiperidin-3-yl)amino)benzamide ClC=1C(=NC(=NC1)N1CCC(CC1)CNC(C1=CC(=CC=C1)NC1C(NC(CC1)=O)=O)=O)NC=1C=C2C=C(C(N(C2=CC1)C)=O)OCC(=O)NC